3-({3-fluoro-4-[5-(trifluoromethyl)-1,2,4-oxadiazol-3-yl]phenyl}methoxy)-2,4,6,7-tetrahydropyrano[4,3-c]pyrazole FC=1C=C(C=CC1C1=NOC(=N1)C(F)(F)F)COC1=C2C(=NN1)CCOC2